FC=1C=CC2=C(N=C(O2)SCC2=CC=C(C=C2)C(F)(F)F)C1 5-fluoro-2-((4-(trifluoromethyl)benzyl)thio)benzo[d]oxazole